2-fluoro-5-[(2R)-2-methylmorpholin-4-yl]phenol FC1=C(C=C(C=C1)N1C[C@H](OCC1)C)O